(2R)-2-[6-(2-Chloropyrimidin-4-yl)-1-oxa-2,3-dihydro-1H-isoindol-2-yl]-N-[(1S)-2-hydroxy-1-(3-methylphenyl)ethyl]propanamide ClC1=NC=CC(=N1)C1=CC=C2CN(OC2=C1)[C@@H](C(=O)N[C@H](CO)C1=CC(=CC=C1)C)C